C(C1=CC=CC=C1)OC1=CC=C(C=C1)C1(OC1(C1=CC=CC=C1)C1=CC=CC=C1)C1=CN(C=C1C1=C(C=CC=C1C)C)S(=O)(=O)C1=CC=C(C)C=C1 3-(2-(4-(benzyloxy)phenyl)-3,3-diphenyloxiran-2-yl)-4-(2,6-dimethylphenyl)-1-tosyl-1H-pyrrole